benzo[f][1,10]phenanthroline-6-yl-boronic acid N1=CC=CC=2C3=C(C4=CC=CN=C4C12)C=CC(=C3)B(O)O